FC1=C(CNC2=NC(=NC=C2C(=O)N)NC=2C=NN(C2)C)C=CC(=C1)F 4-[(2,4-difluorobenzyl)amino]-2-[(1-methyl-1H-pyrazol-4-yl)amino]pyrimidin-5-carboxamide